6,6'-dimethyl-4,4'-bipyridine CC1=CC(=CC=N1)C1=CC=NC(=C1)C